8-hydroxy-2-oxo-1,2-dihydroquinolin OC=1C=CC=C2C=CC(NC12)=O